COC1=NN(C=C1NC1=NC=CC(=N1)C1=CNC2=C(C=CC=C12)NC([C@@H](C)N1CCN(CC1)C)=O)C (2R)-N-(3-{2-[(3-methoxy-1-methyl-1H-pyrazol-4-yl)amino]pyrimidin-4-yl}-1H-indol-7-yl)-2-(4-methylpiperazin-1-yl)propionamide